ClC=1C=C(CNC2=NC(=NC3=CC=C(C=C23)C=2C(=NNC2C)C)N2CCN(CC2)CCN(C)C)C=CC1 N-(3-chlorobenzyl)-6-(3,5-dimethyl-1H-pyrazol-4-yl)-2-(4-(2-(dimethylamino)ethyl)piperazin-1-yl)quinazolin-4-amine